tert-Butyl 4-cyano-3,3a,4,5,6,6a-hexahydro-1H-cyclopenta[c]pyrrole-2-carboxylate C(#N)C1CCC2CN(CC21)C(=O)OC(C)(C)C